6-(2-(methylamino)ethoxy)pyridin CNCCOC1=CC=CC=N1